5-amino-2-(3-aminoprop-1-yn-1-yl)benzoic acid NC=1C=CC(=C(C(=O)O)C1)C#CCN